2-[(1S,2s)-1-({[(9H-fluoren-9-yl)methoxy]carbonyl}amino)-2-methylbutyl]-1,3-oxazole-4-carboxylic acid C1=CC=CC=2C3=CC=CC=C3C(C12)COC(=O)N[C@@H]([C@H](CC)C)C=1OC=C(N1)C(=O)O